C(C)(C)(C)OC(NC1=C(SC=C1Br)Br)=O (2,4-dibromothien-3-yl)carbamic acid tert-butyl ester